4-amino-7-fluoro-N-methyl-N-((3S)-6-(trifluoromethyl)-2,3-dihydrofuro[3,2-c]pyridin-3-yl)-1,3-dihydrofuro[3,4-c]quinoline-8-carboxamide NC1=NC=2C=C(C(=CC2C2=C1COC2)C(=O)N([C@@H]2COC1=C2C=NC(=C1)C(F)(F)F)C)F